C1(CCCCC1)[N+](=CCC\C=C(\CCCC(C)(C)O)/C)[O-] (4E)-N-cyclohexyl-9-hydroxy-5,9-dimethyldec-4-en-1-imine oxide